(R)-5-((4-methoxy-5-(1-methyl-1H-benzo[d][1,2,3]triazol-6-yl)-7H-pyrrolo[2,3-d]pyrimidin-2-yl)amino)-1-methylpiperidin-2-one COC=1C2=C(N=C(N1)N[C@@H]1CCC(N(C1)C)=O)NC=C2C=2C=CC1=C(N(N=N1)C)C2